Cl.Cl.CN1C(=NC=C1)CCN 2-(1-methyl-1H-imidazol-2-yl)ethan-1-amine dihydrochloride